COC1=CC=C(C=C1)N1N=C(C2=C1CCOC2)C(=O)N2C(CNCCC2)C [1-(4-methoxyphenyl)-1,4,6,7-tetrahydropyrano[4,3-c]pyrazol-3-yl]-(2-methyl-1,4-diazepan-1-yl)methanone